3-(4-(3-(1H-pyrazol-4-yl)piperidin-1-yl)pyrimidin-2-yl)-N-cyclopropylimidazo[1,2-a]pyridine-6-sulfonamide N1N=CC(=C1)C1CN(CCC1)C1=NC(=NC=C1)C1=CN=C2N1C=C(C=C2)S(=O)(=O)NC2CC2